N[C@@H]([C@@H](C)CC)C(=O)[O-] L-isoleucineAt